6-cyclopropyl-2-propanoylpyridine-3-carboxylic acid C1(CC1)C1=CC=C(C(=N1)C(CC)=O)C(=O)O